NC1=NC=NN2C1=C(C=C2C=2C=NN(C2)C2CC2)C2=CC(=C(C=C2)NC(OC(C)(C)C)=O)OC tert-Butyl (4-(4-amino-7-(1-cyclopropyl-1H-pyrazol-4-yl)pyrrolo[2,1-F][1,2,4]triazin-5-yl)-2-methoxyphenyl)carbamate